OC1=C(C=C(C=C1C(C)(C)C)C(C)(C)C)C1=C(C(=CC(=C1)C(C)(C)C)C(C)(C)C)O 2,2'-dihydroxy-3,3',5,5'-tetra-tert-butylbiphenyl